(1R)-N-(4-(1,1,1,3,3,3-Hexafluoro-2-hydroxypropan-2-yl)phenyl)-5-(methylsulfonyl)isoindoline-1-carboxamide hydrochloride Cl.FC(C(C(F)(F)F)(O)C1=CC=C(C=C1)NC(=O)[C@@H]1NCC2=CC(=CC=C12)S(=O)(=O)C)(F)F